COC(=O)C1=NC2=C(N1)C=C(C(=C2)C(C)C)C(C)C 5,6-di-isopropyl-1H-benzimidazole-carboxylic acid methyl ester